1-bromo-2-fluoro-3-(3-fluorophenoxy)benzene BrC1=C(C(=CC=C1)OC1=CC(=CC=C1)F)F